C(CCCCCC)OCCC/C=C/CC[Mg]Cl (3E)-6-(heptoxymethyl)-3-hexenyl-magnesium chloride